(E)-3-(3-(2-nitrovinyl)-1H-pyrazol-1-yl)cyclobutane-1-carboxylic acid methyl ester COC(=O)C1CC(C1)N1N=C(C=C1)\C=C\[N+](=O)[O-]